rac-(2R,3S,4S,5R)-N-(2-(((tert-butyldimethylsilyl)oxy)methyl)pyridin-4-yl)-3-(3,4-difluoro-2-methoxyphenyl)-4,5-dimethyl-5-(trifluoromethyl)tetrahydrofuran-2-carboxamide [Si](C)(C)(C(C)(C)C)OCC1=NC=CC(=C1)NC(=O)[C@@H]1O[C@]([C@H]([C@H]1C1=C(C(=C(C=C1)F)F)OC)C)(C(F)(F)F)C |r|